trihydroxy(trimethyl)propane OC(CC(C)(C)C)(O)O